3,4-dichlorobenzenesulfinic acid ClC=1C=C(C=CC1Cl)S(=O)O